FC=1C=C(C=CC1N1CCN(CC1)CC1CCN(CC1)C1=C(C=C(C(=C1)OC)[N+](=O)[O-])C=1C=NN(C1)C)NC1C(NC(CC1)=O)=O 3-((3-fluoro-4-(4-((1-(5-methoxy-2-(1-methyl-1H-pyrazol-4-yl)-4-nitrophenyl)piperidin-4-yl)methyl)piperazin-1-yl)phenyl)amino)piperidine-2,6-dione